FC(CN1N=C(C2=CC=CC=C12)C(=O)NC=1C=C(C(=O)O)C=CC1)(F)F 3-(1-(2,2,2-trifluoroethyl)-1H-indazole-3-carboxamido)benzoic acid